C1C(CC12CCC2)N2N=CN=N2 (spiro[3.3]heptan-2-yl)-2H-tetrazol